C(C)(C)(C)OC(=O)NCCCC1CCC(N1C(=O)OC(C)(C)C)(C)C tert-Butyl 5-[3-(tert-butoxycarbonylamino)propyl]-2,2-dimethyl-pyrrolidine-1-carboxylate